3-[5-[4-[[(3S)-1-[7-amino-2-(2-furyl)-[1,2,4]triazolo[1,5-a][1,3,5]triazin-5-yl]-3-piperidyl]methyl]piperazin-1-yl]-2,4-difluoro-phenoxy]propane-1-sulfonamide NC1=NC(=NC=2N1N=C(N2)C=2OC=CC2)N2C[C@@H](CCC2)CN2CCN(CC2)C=2C(=CC(=C(OCCCS(=O)(=O)N)C2)F)F